decanoat C(CCCCCCCCC)(=O)[O-]